ClC1=NC(=NC(=C1)N1C[C@](CCC1)(C)O)OC[C@H]1N(C[C@@H](C1)F)C(=O)OC(C)(C)C tert-butyl (2S,4R)-2-[({4-chloro-6-[(3R)-3-hydroxy-3-methylpiperidin-1-yl]pyrimidin-2-yl}oxy)methyl]-4-fluoropyrrolidine-1-carboxylate